ClC1=CC(=C(C=C1)C=1C=CC(=NC1)C1CN(C1)C(=O)OC(C)(C)C)S(=O)(=O)C Tert-Butyl 3-[5-(4-chloro-2-methylsulfonyl-phenyl)-2-pyridyl]azetidine-1-carboxylate